(3-Amino-7-bromobenzo[b]thiophen-2-yl)(piperidin-1-yl)methanone NC=1C2=C(SC1C(=O)N1CCCCC1)C(=CC=C2)Br